3-(Acetyloxy)-6-[(acetyloxy)methyl]-2-[4-(3-oxo-3-phenylprop-1-enyl)phenoxy]-5-(3,4,5-tri(acetyloxy)-6-[(acetyloxy)methyl]tetrahydro-2h-pyran-2-yloxy)tetrahydro-2h-pyran-4-ylacetate C(C)(=O)OC1C(OC(C(C1CC(=O)[O-])OC1OC(C(C(C1OC(C)=O)OC(C)=O)OC(C)=O)COC(C)=O)COC(C)=O)OC1=CC=C(C=C1)C=CC(C1=CC=CC=C1)=O